tert-butyl (2R,6R)-4-(3-(5-(difluoromethyl)-1,3,4-thiadiazol-2-yl)-6-(N-(1-methylcyclopropyl)sulfamoyl)imidazo[1,5-a]pyridin-8-yl)-2,6-dimethylpiperazine-1-carboxylate FC(C1=NN=C(S1)C1=NC=C2N1C=C(C=C2N2C[C@H](N([C@@H](C2)C)C(=O)OC(C)(C)C)C)S(NC2(CC2)C)(=O)=O)F